ClC=1C=CC=C2[C@H](CCOC12)NC(=O)NC1=NN(C=C1)C1=CC=C(C=C1)C(C)(C)NC(OC(C)(C)C)=O tert-butyl N-[1-[4-[3-[[(4S)-8-chlorochroman-4-yl]carbamoylamino]pyrazol-1-yl]phenyl]-1-methyl-ethyl]carbamate